[O].[C].[Mo] molybdenum carbon oxygen